C(C)C(CNC(CCN)CC)CCCC 3-(2-ethylhexyl)amino-1-pentanamine